Cl.CNC1CCC2=C(C=C(S2)C)C1 N,2-dimethyl-4,5,6,7-tetrahydrobenzothiophen-5-amine hydrochloride